ClC=1C=C(C(=O)N(C)CCC#N)C=CC1C=1N(C2=NC=NC(=C2N1)OC1(CC1)C)CC1=NC=CC(=C1)C (racemic)-3-chloro-N-(2-cyanoethyl)-N-methyl-4-(6-(1-methylcyclopropoxy)-9-((4-methylpyridin-2-yl)methyl)-9H-purin-8-yl)benzamide